Perfluorohexylpropyl 2-chloroacrylate ClC(C(=O)OC(C(C(F)(F)F)(F)F)(C(C(C(C(C(C(F)(F)F)(F)F)(F)F)(F)F)(F)F)(F)F)F)=C